BrC=1C(=C(C=C(C1)C)C(\C(=C\C1=CC=CC=C1)\C)=O)O (E)-1-(3-bromo-2-hydroxy-5-methyl-phenyl)-2-methyl-3-phenyl-prop-2-en-1-one